2-[3-(5-chloro-2-fluoro-phenyl)-1H-pyrazol-4-yl]-7-(2,5-dihydro-1H-pyrrol-3-yl)-1,5-naphthyridine ClC=1C=CC(=C(C1)C1=NNC=C1C1=NC2=CC(=CN=C2C=C1)C=1CNCC1)F